2-(2-(((5-chloro-2-(1H-tetrazol-1-yl)phenyl)amino)-2-oxoacetamido)-3-phenylpropionamido)benzo[b]thiophene-2-carboxylic acid ClC=1C=CC(=C(C1)NC(C(=O)NC(C(=O)NC1(CC2=C(S1)C=CC=C2)C(=O)O)CC2=CC=CC=C2)=O)N2N=NN=C2